dichloro-(3-phenyl-1H-indene-1-ylidene)bis(tricyclohexylphosphine) ruthenium dichloride [Ru](Cl)Cl.ClP(C1(C=C(C2=CC=CC=C12)C1=CC=CC=C1)P(C1CCCCC1)(C1CCCCC1)(C1CCCCC1)Cl)(C1CCCCC1)(C1CCCCC1)C1CCCCC1